CS(=O)(=O)C=1C=CC(=NC1)CN (5-(methylsulfonyl)pyridin-2-yl)methylamine